BrC=1C=NN2C1COCCC2 3-bromo-4H,6H,7H,8H-pyrazolo[3,2-c][1,4]oxazepine